8-chloro-7-fluoro-5-(5-((1-methylcyclopropyl)ethynyl)-3,4-dihydroquinolin-1(2H)-yl)-[1,2,4]triazolo[4,3-a]quinazoline ClC1=C(C=C2C(=NC=3N(C2=C1)C=NN3)N3CCCC1=C(C=CC=C31)C#CC3(CC3)C)F